methyl 5-chloro-2-((1-methylcyclopropane-1-carboxamido)methyl)-1H-indole-6-carboxylate ClC=1C=C2C=C(NC2=CC1C(=O)OC)CNC(=O)C1(CC1)C